3-bromo-5-[(1E)-{[(R)-2-methylpropane-2-sulfinyl]imino}methyl]benzamide BrC=1C=C(C(=O)N)C=C(C1)/C=N/[S@](=O)C(C)(C)C